1-((2-hydroxyethyl)sulfonyl)-N-(6-oxo-1-(3,3,3-trifluoropropyl)-1,6-dihydropyridazin-3-yl)-6-(6-azaspiro[2.5]octan-6-yl)indoline-5-carboxamide OCCS(=O)(=O)N1CCC2=CC(=C(C=C12)N1CCC2(CC2)CC1)C(=O)NC1=NN(C(C=C1)=O)CCC(F)(F)F